Di-phenyliodonium hexafluorophosphat F[P-](F)(F)(F)(F)F.C1(=CC=CC=C1)[I+]C1=CC=CC=C1